FC1(CC(C1)C(C(=O)O)=O)F (3,3-difluorocyclobutyl)-2-oxoacetic acid